NC1=C(C=CC(=C1)NCCO)OC 2-AMINO-4-HYDROXYETHYLAMINOANISOLE